cis-methyl 3-((5-chloro-4-(3-(4-fluoro-2-oxopyridin-1(2H)-yl)phenyl)pyrimidin-2-yl)amino)cyclohexane-1-carboxylate ClC=1C(=NC(=NC1)N[C@H]1C[C@H](CCC1)C(=O)OC)C1=CC(=CC=C1)N1C(C=C(C=C1)F)=O